O1C=C(C=C1)C=1N=C(C2=C(N1)SC(=C2)C)NCCCN2CCN(CC2)C2=CC=CC=C2 2-(furan-3-yl)-6-methyl-N-(3-(4-phenylpiperazin-1-yl)propyl)thieno[2,3-d]pyrimidin-4-amine